3-[(3-hydroxyphenazin-2-yl)oxy]propane-1-sulfonic acid OC=1C(=CC2=NC3=CC=CC=C3N=C2C1)OCCCS(=O)(=O)O